[123I]C=1C=C(C[C@](N)(C(=O)O)C)C=CC1O L-3-[123I]-Iodo-α-methyl-tyrosine